methyl 1-(3-((tert-butyldimethylsilyl)oxy)propyl)-4-methoxy-1H-pyrazole-3-carboxylate [Si](C)(C)(C(C)(C)C)OCCCN1N=C(C(=C1)OC)C(=O)OC